CNN([C@@H](C)C(=O)O)NC N,N-Dimethylamino-alanin